Methyl 2-amino-6-(benzyloxy)-9-phenyl-[1,2,4]triazolo[1,5-h][1,7]naphthyridine-5-carboxylate NC1=NN2C(=C(C=3C=CC(=NC3C2=N1)C1=CC=CC=C1)OCC1=CC=CC=C1)C(=O)OC